2-amino-6-borono-2-(3-(cyclohexylamino)propyl)hexanoic acid NC(C(=O)O)(CCCCB(O)O)CCCNC1CCCCC1